C(CCCCCCCCCC=CCCCCCCCC)(=O)OCCCCCCCCCCCCCCCCCCCCCCCCCCCCCCC hentriacontyl eicos-11-enoate